NC1=NC=CC=C1C1=NC=2C(=NC(=CC2)C2=CC=CC=C2)N1C1=CC=C(CN2C3CN(CC2CC3)C3=CC(=NC=N3)C#N)C=C1 6-(8-(4-(2-(2-Aminopyridin-3-yl)-5-phenyl-3H-imidazo[4,5-b]pyridin-3-yl)benzyl)-3,8-diazabicyclo[3.2.1]octan-3-yl)pyrimidine-4-carbonitrile